COC(=O)[C@@H]1CC[C@H]2N1C([C@H](C[C@@H]1C2C1)NC(=O)OC(C)(C)C)=O (3S,6S,7aR,8bR)-6-((tert-Butoxycarbonyl)amino)-5-oxodecahydro-cyclopropa[c]pyrrolo[1,2-a]azepine-3-carboxylic acid methyl ester